CC=1C=NC2=CC=C(C=C2C1)/C=C/C(=O)OCC Ethyl (E)-3-(3-methylquinolin-6-yl)acrylate